tetraphenyl-tetra(tridecyl)pentaerythritol tetrasulfite S(=O)(O)OC(C(C(OS(=O)O)(CCCCCCCCCCCCC)C1=CC=CC=C1)(C(OS(=O)O)(CCCCCCCCCCCCC)C1=CC=CC=C1)C(OS(=O)O)(CCCCCCCCCCCCC)C1=CC=CC=C1)(CCCCCCCCCCCCC)C1=CC=CC=C1